3-((5-(5-(difluoromethyl)-1,3,4-oxadiazole-2-yl)pyridine-2-yl)methyl)-6-fluoro-1-(4-methoxybenzyl)quinazoline-2,4(1H,3H)-dione FC(C1=NN=C(O1)C=1C=CC(=NC1)CN1C(N(C2=CC=C(C=C2C1=O)F)CC1=CC=C(C=C1)OC)=O)F